Ethyl 4-(1-(4-fluorophenyl)-1H-indazol-5-yl)-1-((1-propyl-1H-pyrazol-4-yl)sulfonyl)piperidine-4-carboxylate FC1=CC=C(C=C1)N1N=CC2=CC(=CC=C12)C1(CCN(CC1)S(=O)(=O)C=1C=NN(C1)CCC)C(=O)OCC